2-phenyl-2-methylamino-cyclohexanone C1(=CC=CC=C1)C1(C(CCCC1)=O)NC